N-{3-fluoro-4-[6-methoxy-7-(3-morpholinopropoxy)quinolin-4-yloxy]phenyl}-3-oxo-4-(4-trifluoromethylphenyl)-3,4-dihydropyrazine-2-carboxamide FC=1C=C(C=CC1OC1=CC=NC2=CC(=C(C=C12)OC)OCCCN1CCOCC1)NC(=O)C1=NC=CN(C1=O)C1=CC=C(C=C1)C(F)(F)F